2,2'-dihydroxydiphenylmethane C1=CC=C(C(=C1)CC2=CC=CC=C2O)O